R-2-methylsulfonyl-1-(4-chlorophenyl)ethanol CS(=O)(=O)C[C@H](O)C1=CC=C(C=C1)Cl